ClC=1C=CC(=C(C1)NC=1C2=C(N=CN1)C=CC(=N2)N2C1C(CC2)CNC1)F N-(5-Chloro-2-fluorophenyl)-6-(hexahydropyrrolo[3,4-b]pyrrol-1(2H)-yl)pyrido[3,2-d]pyrimidin-4-amine